[N+](=O)([O-])C=1C=C2C(=CNC2=CC1)C1N(CCC2=CC(=CC=C12)C1=CC=CC=C1)C(=O)N (5-Nitro-1H-indol-3-yl)-6-phenyl-3,4-dihydroisoquinoline-2(1H)-carboxamide